lithium 5-(7-(difluoromethyl)-1-(1,3-dimethyl-2-oxo-7-(prop-1-en-2-yl)-2,3-dihydro-1H-benzo[d]imidazol-5-yl)-1,2,3,4-tetrahydroquinolin-6-yl)picolinate FC(C1=C(C=C2CCCN(C2=C1)C1=CC2=C(N(C(N2C)=O)C)C(=C1)C(=C)C)C=1C=CC(=NC1)C(=O)[O-])F.[Li+]